dihydro-1H-benzo[g]indole N1CCC2=CC=C3C(=C12)C=CC=C3